OC1=C(C=C(C=C1)C[N-]CCCCCC#CBr)OC N-[(4-hydroxy-3-methoxyphenyl)methyl]-7-bromo-6-heptynylamide